(R)-N4-(1-(3-amino-5-(trifluoromethyl)phenyl)ethyl)-N2-(2-(methylamino)ethyl)-6-morpholinopyrido[3,4-d]pyrimidine-2,4-diamine NC=1C=C(C=C(C1)C(F)(F)F)[C@@H](C)NC=1C2=C(N=C(N1)NCCNC)C=NC(=C2)N2CCOCC2